2-(5-fluoro-2-oxo-1-(1-(4-(propan-2-ylidene)cyclohexyl)piperidin-4-yl)indolin-3-yl)acetonitrile FC=1C=C2C(C(N(C2=CC1)C1CCN(CC1)C1CCC(CC1)=C(C)C)=O)CC#N